FC(CC1CCC(CC1)NC(OC(C)(C)C)=O)F tert-butyl ((1s,4s)-4-(2,2-difluoroethyl)cyclohexyl)carbamate